ethylmethyl[(2-fluoro-3-{1-[3-fluoro-4-(piperazin-1-yl)phenyl]-3-(pyridin-4-yl)pyrazol-4-yl}phenyl)sulfamoyl]amine-trifluoroacetic acid salt FC(C(=O)O)(F)F.C(C)N(S(NC1=C(C(=CC=C1)C=1C(=NN(C1)C1=CC(=C(C=C1)N1CCNCC1)F)C1=CC=NC=C1)F)(=O)=O)C